5-pentyl-1,3-benzenediol C(CCCC)C=1C=C(C=C(C1)O)O